(S)-5-fluoro-1'-methyl-spiro[isoindoline-1,3'-pyrrolidine]-2',3-dione FC=1C=C2C(N[C@]3(C(N(CC3)C)=O)C2=CC1)=O